4-(1-hydroxy-prop-2-yloxy)phenol OCC(C)OC1=CC=C(C=C1)O